C(C)(C)(C)OC(CCCC(=O)OC(C)(C)C)=O glutaric acid (S)-di-tert-butyl ester